2'-chloro-5'-ethyl-4-hydroxyl-6-methyl-2H-[1,4'-bipyridyl]-2-one ClC1=NC=C(C(=C1)N1C(C=C(C=C1C)O)=O)CC